C(C)(C)(C)NC(CN(C=1C2=C(N=C(N1)C1=NC=CC(=C1)OCC(C)(OC1OCCCC1)C)CCC2)C([2H])([2H])[2H])=O N-(tert-butyl)-2-((methyl-d3)(2-(4-(2-methyl-2-((tetrahydro-2H-pyran-2-yl)oxy)propoxy)pyridin-2-yl)-6,7-dihydro-5H-cyclopenta[d]pyrimidin-4-yl)amino)acetamide